OC1CN(CCC1C=1C=C2CC(NC2=CC1)=O)C1C(N(CC1)CC1=CC=C(C=C1)C([2H])([2H])[2H])=O 5-(3-hydroxy-1-(1-(4-(methyl-d3)benzyl)-2-oxopyrrolidin-3-yl)piperidin-4-yl)indolin-2-one